1-benzyl-4-(5-fluoro-2-pyridyl)piperidin-4-amine C(C1=CC=CC=C1)N1CCC(CC1)(N)C1=NC=C(C=C1)F